5-chloro-N-(3-((2-chloropyrimidin-5-yl)ethynyl)-2,4-difluorophenyl)-3-(hydroxymethyl)-2-methoxybenzenesulfonamide ClC=1C=C(C(=C(C1)S(=O)(=O)NC1=C(C(=C(C=C1)F)C#CC=1C=NC(=NC1)Cl)F)OC)CO